1-(2-isopropyl-4-methylpyridin-3-yl)-4-((S)-2-methylpiperazin-1-yl)pyrido[2,3-d]Pyrimidin-2(1H)-one C(C)(C)C1=NC=CC(=C1N1C(N=C(C2=C1N=CC=C2)N2[C@H](CNCC2)C)=O)C